2-(6-((S)-3-aminopyrrolidin-1-yl)-4-cyclopropylpyridin-2-yl)-4-(2-fluoro-6-methoxyphenyl)-2,3-dihydro-1H-pyrrolo[3,4-c]pyridin-1-one N[C@@H]1CN(CC1)C1=CC(=CC(=N1)N1CC=2C(=NC=CC2C1=O)C1=C(C=CC=C1OC)F)C1CC1